N-(1-cyclohexyl-6-(6-fluoropyridin-3-yl)-1H-pyrazolo[3,4-d]pyrimidin-4-yl)-5-nitrothiophene-2-carboxamide C1(CCCCC1)N1N=CC=2C1=NC(=NC2NC(=O)C=2SC(=CC2)[N+](=O)[O-])C=2C=NC(=CC2)F